N[C@@H](CC)C1=C2C=C(N=CC2=C(C=C1)OC)NC1=CC=C2C(=N1)C1(C(OC2=O)(C)C)CC1 (S)-2'-((5-(1-aminopropyl)-8-methoxyisoquinolin-3-yl)amino)-7',7'-dimethyl-5'H,7'H-spiro[cyclopropane-1,8'-pyrano[4,3-b]pyridine]-5'-one